(S)-2-amino-3-(benzo[b]thiophen-3-yl)propanoic acid N[C@H](C(=O)O)CC=1C2=C(SC1)C=CC=C2